8-chloro-5-((2-(3-(6-fluoro-[1,2,4]triazolo[4,3-a]pyridin-7-yl)propyl)-2-azaspiro[3.3]heptan-6-yl)oxy)-2-(trifluoromethyl)isoquinolin-1(2H)-one ClC=1C=CC(=C2C=CN(C(C12)=O)C(F)(F)F)OC1CC2(CN(C2)CCCC2=CC=3N(C=C2F)C=NN3)C1